C12(CC3CC(CC(C1)C3)C2)NC(CCCS(=O)(=O)C2=NC(=CC(=N2)C2CN(C(C=C2)=O)CC2=CC(=C(C=C2)OC)OC)C(F)(F)F)=O N-((3s,5s,7s)-adamantan-1-yl)-4-((4-(1-(3,4-dimethoxybenzyl)-6-oxo-1,2,3,6-tetrahydropyridin-3-yl)-6-(trifluoromethyl)pyrimidin-2-yl)sulfonyl)butanamide